CON(C(=O)C=1C=NC=NC1)C N-methoxy-N-methylpyrimidine-5-carboxamide